3-fluoro-4-(trifluoromethyl)phenyl-[4,4'-bipyridine] FC=1C=C(C=CC1C(F)(F)F)C1=NC=CC(=C1)C1=CC=NC=C1